CC(CC(C(=O)OCCCCC)=O)CC(C(=O)OCCCCC)=O Diamyl 4-methyl-2,6-dioxopimelate